ClC1=NN(C=C1)C1(CC1)C(=O)N[C@H](C(=O)O)CCN(CCCCC1=NC=2NCCCC2C=C1)C[C@@H](CF)OC (S)-2-(1-(3-chloro-1H-pyrazol-1-yl)cyclopropane-1-carboxamido)-4-(((S)-3-fluoro-2-methoxypropyl)(4-(5,6,7,8-tetrahydro-1,8-naphthyridin-2-yl)butyl)amino)butanoic acid